C1(=CC=CC=C1)C=1NC2=C3C(=CC=C2C1)C=CC=C3 phenylbenzoindole